N-methyl-N-((S)-1-(4-morpholinobut-2-ynoyl)pyrrolidine-3-carbonyl)-L-valine CN([C@@H](C(C)C)C(=O)O)C(=O)[C@@H]1CN(CC1)C(C#CCN1CCOCC1)=O